2-(1-(2-(hydroxymethyl)imidazo[4,5-d]pyrrolo[2,3-b]pyridin-1(6H)-yl)piperidin-4-yl)acetonitrile OCC1=NC=2C(=C3C(=NC2)NC=C3)N1N1CCC(CC1)CC#N